ClC=1C=C(C=CC1)[C@H]1C[C@](C(N([C@@H]1C1=CC=C(C=C1)Cl)C(C1CC1)C1CC1)=O)(C)CC(=O)O 2-((3R,5R,6S)-5-(3-chlorophenyl)-6-(4-chlorophenyl)-1-(dicyclopropylmethyl)-3-methyl-2-oxopiperidin-3-yl)acetic Acid